N-[(R)-1-(m-cyanophenyl)ethyl]-4-(1,6-diaza-6-spiro[3.4]octyl)-5-(3,5-difluorophenyl)nicotinamide C(#N)C=1C=C(C=CC1)[C@@H](C)NC(C1=CN=CC(=C1N1CC2(CCN2)CC1)C1=CC(=CC(=C1)F)F)=O